C(=C)NC(=O)NCC 1-ethenyl-3-ethylurea